C(C)(=O)OC(/C=C/C=C)CCCCCCC (E,Z)-5-dodecadienyl acetate